FC(F)C=1C=C(C2=C(NC=3CC(NC(C3C2(C2=CC=CC=C2)C)=O)(C)C)N1)C#N (difluoromethyl)-5,8,8-trimethyl-6-oxo-5-phenyl-5,6,7,8,9,10-hexahydropyrido[2,3-b][1,6]naphthyridine-4-carbonitrile